C1(CC1)C1=C(C(=NO1)C1=NN(C2=C1C(=NC=C2)N)C(C)C)C2=NC=CN=C2 3-(5-cyclopropyl-4-(pyrazin-2-yl)isoxazol-3-yl)-1-isopropyl-1H-pyrazolo[4,3-c]pyridin-4-amine